(R)-3-(azetidin-3-yloxy)-N-(3-(dimethylamino)-1-(naphthalen-1-yl)-3-oxopropyl)benzamide N1CC(C1)OC=1C=C(C(=O)N[C@H](CC(=O)N(C)C)C2=CC=CC3=CC=CC=C23)C=CC1